CN1SC(C(=C1C)C(C)=O)=NC1=CC=CC=C1 2,3-dimethyl-4-acetyl-N-phenylisothiazol-5(2H)-imine